The molecule is a pentacyclic triterpenoid that is a bisnortriterpene isolated from Salacia madagascariensis and exhibits antileishmanial and antileukemic activities. It has a role as a metabolite and an antileishmanial agent. It is an enol, an enone, a pentacyclic triterpenoid, a member of quinomethanes and a primary alcohol. CC1=C(C(=O)C=C2C1=CC=C3[C@]2(CC[C@@]4([C@@]3(CC[C@@]5([C@H]4C[C@H](CC5)CO)C)C)C)C)O